1-methyl-5-(2-methyl-4-nitrophenoxy)-1,3-benzodiazole CN1C=NC2=C1C=CC(=C2)OC2=C(C=C(C=C2)[N+](=O)[O-])C